3-(cyclobutylthio)pyridine-2-carbonitrile C1(CCC1)SC=1C(=NC=CC1)C#N